FC=1C(=CC(=C2N=C(C(NC12)=O)C)C#CC1=CC=CC=C1)CO 8-fluoro-7-(hydroxymethyl)-3-methyl-5-(2-phenylethynyl)-1,2-dihydroquinoxalin-2-one